methyl 2-((S)-(1-ethyl-4-methyl-1H-benzo[d][1,2,3]triazol-5-yl)(1,2,3,4-tetrahydroisoquinolin-7-yl)methyl)butanoate C(C)N1N=NC2=C1C=CC(=C2C)[C@@H](C(C(=O)OC)CC)C2=CC=C1CCNCC1=C2